2-{[(1S)-1-{4-[4-(4-acryloylpiperazin-1-yl)tetrahydro-2H-pyran-4-yl]phenyl}ethyl]amino}-4-amino-8-(propan-2-yl)pyrido[2,3-d]pyrimidin-7(8H)-one C(C=C)(=O)N1CCN(CC1)C1(CCOCC1)C1=CC=C(C=C1)[C@H](C)NC=1N=C(C2=C(N1)N(C(C=C2)=O)C(C)C)N